FC1CNCC(N1C1=NC=NC2=CC(=CC=C12)C1=CC=CC2=CC=C(C(=C12)Cl)F)(CC#N)OC[C@H]1N(C[C@@H](C1)F)C 6-fluoro-7-(8-chloro-7-fluoronaphthalen-1-yl)-2-((((2S,4R)-4-fluoro-1-methylpyrrolidin-2-yl)methoxy)quinazolin-4-ylpiperazin-2-yl)acetonitrile